CC1=C(C=C(C=C1)C12C(CC2C1)C(=O)N)C1=NC=CC=C1 (4-methyl-3-pyridin-2-ylphenyl)bicyclo[2.1.0]pentane-2-carboxamide